C1(CC1)C#CC1=CN=CC(=N1)N1CCC(CC1)C(=O)OCC ethyl 1-(6-(cyclopropylethynyl)pyrazin-2-yl)piperidine-4-carboxylate